C(C=C)(=O)N1C(CN(CC1)C1=NC(=NC=2CC(CCC12)N1CCC2=CC=CC=C12)NC1CCN(CC1)CCOC)CC#N 2-(1-acryloyl-4-(7-(indolin-1-yl)-2-((1-(2-methoxyethyl)piperidin-4-yl)amino)-5,6,7,8-tetrahydroquinazolin-4-yl)piperazin-2-yl)acetonitrile